2-bromo-1-(pyridin-2-yl)ethane-1-one BrCC(=O)C1=NC=CC=C1